tert-butyl N-[3-(4-chloro-2-nitro-anilino)propyl]-N-methyl-carbamate ClC1=CC(=C(NCCCN(C(OC(C)(C)C)=O)C)C=C1)[N+](=O)[O-]